vinyl-triethyl-oxysilane methyl-2-(2-chloropyridin-3-yl)-2-methylpropanoate COC(C(C)(C)C=1C(=NC=CC1)Cl)=O.C(=C)[Si](OCC)(OCC)OCC